4-(4'-Pentyl-[1,1'-bi(cyclohexan)]-4-yl)benzonitrile C(CCCC)C1CCC(CC1)C1CCC(CC1)C1=CC=C(C#N)C=C1